4-(6-(2,5-dioxo-2,5-dihydro-1H-pyrrol-1-yl)hexanamido)benzoic acid O=C1N(C(C=C1)=O)CCCCCC(=O)NC1=CC=C(C(=O)O)C=C1